OC1=CC=C(/C=C/C2=CC(=C(C(=C2)C)C)C)C=C1 4'-hydroxy-3,4,5-trimethyl-trans-stilbene